4-{[3-(2-Chloro-pyridin-4-yl)-2,7-dimethyl-6,7-dihydro-8-oxa-1,3a,4-triaza-as-indacen-5-ylamino]-methyl}-4-fluoro-piperidine-1-carboxylic acid tert-butyl ester C(C)(C)(C)OC(=O)N1CCC(CC1)(F)CNC1=NN2C(=C(N=C2C=2OC(CC12)C)C)C1=CC(=NC=C1)Cl